5-(1-hexyl-1H-pyridin-4-yl)-2-(trifluoromethoxy)benzaldehyde C(CCCCC)N1CC=C(C=C1)C=1C=CC(=C(C=O)C1)OC(F)(F)F